methyl (2R)-3-amino-2-hydroxypropanoate hydrochloride Cl.NC[C@H](C(=O)OC)O